BrC=1C(=C(OCCCN2CC(CC2)(O)C2=CC=CC=C2)C=CC1)C 1-(3-(3-bromo-2-methylphenoxy)propyl)-3-phenylpyrrolidin-3-ol